C(C)(=O)C1=C(C=C(C=C1)Cl)C=1C(=NN(C(C1)=O)C(C(=O)O)CC1=CC=C(C=C1)Br)OC 2-(4-(2-acetyl-5-chlorophenyl)-3-methoxy-6-oxopyridazin-1(6H)-yl)-3-(4-bromophenyl)propanic acid